8-methoxy-7-nitro-3-(morpholinomethyl)quinoline COC=1C(=CC=C2C=C(C=NC12)CN1CCOCC1)[N+](=O)[O-]